ClC1=CC(=C(C=C1)C1=C2C=C(C(=NC2=CC(=N1)N1CC(OCC1)C1=CC(=NC=C1)C)C)C)F 4-(5-(4-chloro-2-fluorophenyl)-2,3-dimethyl-1,6-naphthyridin-7-yl)-2-(2-methylpyridin-4-yl)morpholine